N-cyclohexyl-N'-[4-(diethylmethylammonio)cyclohexyl]carbodiimide tosylate S(=O)(=O)([O-])C1=CC=C(C)C=C1.C1(CCCCC1)N=C=NC1CCC(CC1)[N+](C)(CC)CC